COC1=NN2C(C3=CC=CC=C13)=NN=C2C 6-Methoxy-3-methyl-1,2,4-triazolo[3,4-a]phthalazine